COC1=CC=C(C=C1)C1=NN=C(O1)NC(C1=CC=C(C=C1)SC(F)(F)F)=O N-(5-(4-methoxyphenyl)-1,3,4-oxadiazol-2-yl)-4-((trifluoromethyl)thio)benzamide